(R)-N-(1-(4-fluorophenyl)ethyl)-5-(6-vinylpyridazin-4-yl)pyrazin-2-amine FC1=CC=C(C=C1)[C@@H](C)NC1=NC=C(N=C1)C1=CN=NC(=C1)C=C